1-Methyl-2-oxo-N-phenyl-6-(2-tetrahydropyran-2-yloxyethoxy)quinoline-3-carboxamide CN1C(C(=CC2=CC(=CC=C12)OCCOC1OCCCC1)C(=O)NC1=CC=CC=C1)=O